CCCCCCCCCCCCCCCCC(=O)OC[C@H](COP(=O)([O-])OCC[N+](C)(C)C)OC(=O)CCCCCCCCC/C=C\CCCCCCCC 1-heptadecanoyl-2-(11Z-eicosenoyl)-glycero-3-phosphocholine